C(C)(C)(C)OC(=O)N[C@H](C(=O)OC)C[C@H]1C(NCC1)=O Methyl (2S)-2-((tert-butoxycarbonyl)amino)-3-((S)-2-oxopyrrolidin-3-yl)propanoate